4-amino-N-(6'-methyl-6'H-spiro[cyclohexane-1,9'-pyrazino[1',2':1,5]pyrrolo[2,3-d]pyrimidin]-2'-yl)benzenesulfonamide NC1=CC=C(C=C1)S(=O)(=O)NC=1N=CC2=C(N1)N1C(=C2)C(N=CC12CCCCC2)C